[N+](=O)([O-])C=1C=C(C=CC1NCC1CCSCC1)S(=O)(=O)NC(C1=CC=CC=C1)=O N-((3-nitro-4-(((tetrahydro-2H-thiopyran-4-yl)methyl)amino)phenyl)sulfonyl)benzamide